COC(CCBr)OC 3-Bromopropionaldehyde dimethylacetal